O1COC2=C1C=CC(=C2)C[C@H](C)N(C(=O)C2CCOCC2)CC N-[(1S)-2-(1,3-Benzodioxol-5-yl)-1-methyl-ethyl]-N-ethyl-tetrahydropyran-4-carboxamide